N,N,N',N'-Tetrakis-(4-carboxyphenyl)biphenyl-4,4'-diamin C(=O)(O)C1=CC=C(C=C1)N(C1=CC=C(C=C1)C1=CC=C(C=C1)N(C1=CC=C(C=C1)C(=O)O)C1=CC=C(C=C1)C(=O)O)C1=CC=C(C=C1)C(=O)O